[N+](=O)([O-])C1=CC=C(OCCOCCOCCOCCOCCOCCOCCOCCOCCNC(OC(C)(C)C)=O)C=C1 tert-butyl N-[26-(4-nitrophenoxy)-3,6,9,12,15,18,21,24-octaoxahexacosan-1-yl]carbamate